ethyl rac-(4R,5R)-4,5-dimethyl-5-(trifluoromethyl)-3-(((trifluoromethyl)sulfonyl)oxy)-4,5-dihydrofuran-2-carboxylate C[C@H]1C(=C(O[C@]1(C(F)(F)F)C)C(=O)OCC)OS(=O)(=O)C(F)(F)F |r|